BrC=1SC2=NC(=CC(=C2N1)C)Cl 2-bromo-5-chloro-7-methylthiazolo[5,4-b]pyridine